(dithioxo-λ5-phosphanyl)sulfanyl-dithioxo-λ5-phosphane S=P(=S)SP(=S)=S